diethyl (R)-(3-(7-chloro-3-cyclohexyl-2-methyl-1,1-dioxido-5-phenyl-2,3,4,5-tetrahydrobenzo[f][1,2,5]thiadiazepin-8-yl)phenyl)phosphonate ClC=1C(=CC2=C(N(C[C@H](N(S2(=O)=O)C)C2CCCCC2)C2=CC=CC=C2)C1)C=1C=C(C=CC1)P(OCC)(OCC)=O